OC(C1C2N(CC(C=C2)C1)C(=O)OC)C1=CC=CC=C1 endo-methyl 7-(hydroxy(phenyl)methyl)-2-azabicyclo[2.2.2]oct-5-ene-2-carboxylate